S(=O)(=O)(O)OC[C@H](N)[C@H](OC1[C@H](O)[C@@H](O)[C@@H](O)[C@H](O1)CO)\C=C\CCCCCCCCCCCCC 3-O-galactosyl-sphingosine sulfate